BrCCNC([O-])=O N-(2-bromoethyl)carbamate